IC(C(C(C(C=C)(F)F)(F)F)(F)F)(F)F 6-iodo-3,3,4,4,5,5,6,6-octafluorohexene